N-[[(2R)-oxetan-2-yl]methyl]pyrazine-2-carboxamide O1[C@H](CC1)CNC(=O)C1=NC=CN=C1